6-(2-allyl-6-((3-cyano-4-(4-methylpiperazin-1-yl)phenyl)amino)-3-oxo-2,3-dihydro-1H-pyrazolo[3,4-d]pyrimidin-1-yl)pyridin-2-sulfonamide C(C=C)N1N(C2=NC(=NC=C2C1=O)NC1=CC(=C(C=C1)N1CCN(CC1)C)C#N)C1=CC=CC(=N1)S(=O)(=O)N